(S)-7'-methyl-6'-(pyrimidin-2-yl)-3',4'-dihydro-1'H-spiro[pyrrolidine-3,2'-[1,8]naphthyridine] CC1=C(C=C2CC[C@@]3(NC2=N1)CNCC3)C3=NC=CC=N3